4-(hydroxy(phenyl)methyl)pent-4-enoic acid ethyl ester C(C)OC(CCC(=C)C(C1=CC=CC=C1)O)=O